C(C(=C)CC(=O)O)(=O)O.C(C(=C)CC(=O)O)(=O)O.C(C(=C)CC(=O)O)(=O)O.C(C(=C)CC(=O)O)(=O)O.OCC(CO)(COCC(CO)(CO)CO)CO dipentaerythritol tetraitaconate